CN(/C=C/C(=O)C1=CC=C(C=C1)[N+](=O)[O-])C (2E)-3-(dimethylamino)-1-(4-nitrophenyl)-2-propen-1-one